2-acetonyl-3,3,5,5-tetramethyl-octahydronaphthalene C(C(=O)C)C1CC2CCCC(C2CC1(C)C)(C)C